3-(trifluoromethyl)-5,5a,6,7,8,9-hexahydroimidazo[1,2-a:5,4-b']dipyridin FC(C=1C=C2C(=NC1)N1C(CCCC1)N2)(F)F